2-(5-benzenesulfonyl-2-chloro-benzoylamino)-benzoic acid C1(=CC=CC=C1)S(=O)(=O)C=1C=CC(=C(C(=O)NC2=C(C(=O)O)C=CC=C2)C1)Cl